N,N-bis(3-methoxybenzyl)-4-((tetrahydro-2H-pyran-4-ylamino)methyl)thiazol-2-amine COC=1C=C(CN(C=2SC=C(N2)CNC2CCOCC2)CC2=CC(=CC=C2)OC)C=CC1